2-[9-(cyclopropylmethyl)-1-(methoxymethyl)-2-oxo-pyrrolo[2,3-f][1,4]benzoxazin-8-yl]-7-fluoro-1-methyl-benzimidazole-5-carboxylic acid methyl ester COC(=O)C1=CC2=C(N(C(=N2)C2=CC=3C=CC4=C(N(C(CO4)=O)COC)C3N2CC2CC2)C)C(=C1)F